OCCC1CCC(CC1)=O 4-(2-hydroxyethyl)cyclohexanone